6,7-dichloro-4-(4-(2-propenoyl)-1-piperazinyl)-1-((1-(trifluoromethyl)cyclopropyl)methyl)pyrido[2,3-d]pyrimidin-2(1H)-one ClC1=CC2=C(N(C(N=C2N2CCN(CC2)C(C=C)=O)=O)CC2(CC2)C(F)(F)F)N=C1Cl